(R)-3-(3-fluoro-4-(6-(2-ethyl-2H-tetrazol-5-yl)pyridin-3-yl)phenyl)-5-(1-hydroxyethyl)oxazolidin-2-one FC=1C=C(C=CC1C=1C=NC(=CC1)C=1N=NN(N1)CC)N1C(O[C@H](C1)C(C)O)=O